cis-tert-butyl (3-fluoropiperidin-4-yl)(methyl)carbamate F[C@@H]1CNCC[C@@H]1N(C(OC(C)(C)C)=O)C